[2-[4-(hydroxymethyl)cyclohexyl]-6-(1-hydroxyl-methyl-ethyl)indazol-5-yl]-6-(trifluoromethyl)pyridine-2-carboxamide OCC1CCC(CC1)N1N=C2C=C(C(=CC2=C1)C=1C(=NC(=CC1)C(F)(F)F)C(=O)N)C(C)(O)C